(R)-N-[(3R)-1'-(7-bromo-6-methyl-pyrazolo[1,5-a]pyrazin-4-yl)spiro[3H-benzofuran-2,4'-piperidin]-3-yl]-2-methyl-propane-2-sulfinamide BrC1=C(N=C(C=2N1N=CC2)N2CCC1(CC2)OC2=C([C@H]1N[S@](=O)C(C)(C)C)C=CC=C2)C